(R)-5-((1-(3-(difluoromethyl)-2-fluorophenyl)ethyl)amino)-1-methyl-2-oxo-1,2-dihydro-1,8-naphthyridine-3-carboxylic acid methyl ester COC(=O)C=1C(N(C2=NC=CC(=C2C1)N[C@H](C)C1=C(C(=CC=C1)C(F)F)F)C)=O